(9H-fluoren-9-yl)methyl ((S)-1-(((S)-6-((diphenyl(p-tolyl)methyl)amino)-1-((4-(hydroxymethyl)phenyl)amino)-1-oxohexan-2-yl)amino)-3-(1H-indol-3-yl)-1-oxopropan-2-yl)carbamate C1(=CC=CC=C1)C(C1=CC=C(C=C1)C)(C1=CC=CC=C1)NCCCC[C@@H](C(=O)NC1=CC=C(C=C1)CO)NC([C@H](CC1=CNC2=CC=CC=C12)NC(OCC1C2=CC=CC=C2C=2C=CC=CC12)=O)=O